C(C=C)(=O)N1CC2(C1)CCN(CC2)C2=CC=C(C=C2)C=2C=1N(C=C(C2)C=2C=NN(C2)C)N=CC1C(=O)N 4-(4-(2-propenoyl-2,7-diazaspiro[3.5]non-7-yl)phenyl)-6-(1-methyl-1H-pyrazol-4-yl)pyrazolo[1,5-a]pyridine-3-carboxamide